C(C1=CC=CC=C1)O[Si](CCC/N=C(\C)/CC(C)C)(C)OCC1=CC=CC=C1 (E)-N-[3-[dibenzyloxy(methyl)silyl]propyl]-4-methyl-pentan-2-imine